4-(4-chloro-phenyl)-6-{4-(pyridin-3-yl)-phenyl}-2-{4-(naphthalen-1-yl)-phenyl}-pyrimidine ClC1=CC=C(C=C1)C1=NC(=NC(=C1)C1=CC=C(C=C1)C=1C=NC=CC1)C1=CC=C(C=C1)C1=CC=CC2=CC=CC=C12